2-{4-[(cyclopropylamino)methyl]phenyl}-2H-Indazole-7-carboxamide C1(CC1)NCC1=CC=C(C=C1)N1N=C2C(=CC=CC2=C1)C(=O)N